C(C)(C)(C)OC(=O)N[C@H](CC(=O)OCC)C1=CC(=C(C=C1)OC)F (R)-ethyl 3-((tert-butoxycarbonyl)amino)-3-(3-fluoro-4-methoxyphenyl)propanoate